((1H-indazol-5-yl)ethynyl)-N-((6-fluoropyridin-2-yl)methyl)-[2,4'-bipyrimidin]-2'-amine N1N=CC2=CC(=CC=C12)C#CC1=NC(=NC=C1)C1=NC(=NC=C1)NCC1=NC(=CC=C1)F